4-(5-phenyl-1,3,4-oxadiazol-2-yl)-3,4-dihydrobenzo[e][1,2,3]oxathiazin 2,2-dioxide C1(=CC=CC=C1)C1=NN=C(O1)C1NS(OC2=C1C=CC=C2)(=O)=O